4,5-Dimethyl-1,2-phenylenediamine CC1=CC(=C(C=C1C)N)N